NC=1C(=C(C=CC1)CC=1C(OC2=CC(=CC=C2C1CC(=O)NOCCO)OC1=NC=CC=N1)=O)F 2-[3-[(3-Amino-2-fluorophenyl)methyl]-2-oxo-7-pyrimidine-2-yloxychromen-4-yl]-N-(2-hydroxyethoxy)acetamide